4-methoxybenzyl ether COC1=CC=C(COCC2=CC=C(C=C2)OC)C=C1